C(C1=CC=CC=C1)NC(=O)C12CN(C(C1)(C2)CO)C2=NC(=NC(=C2)Cl)Cl N-benzyl-2-(2,6-dichloropyrimidin-4-yl)-1-(hydroxymethyl)-2-azabicyclo[2.1.1]hexane-4-carboxamide